COCCCCOC=1C=C(OCCN)C=CC1 2-(3-(4-methoxybutoxy)phenoxy)ethanamine